4-cyano-4-(((dodecyl-thio)thiocarbonyl)thio)pentanoic acid C(#N)C(CCC(=O)O)(C)SC(=S)SCCCCCCCCCCCC